C(C)(=O)C1=C(C=C(C=C1)Cl)C=1C(=NN(C(C1)=O)C(C(=O)NC1=CC=C(C(=O)O)C=C1)CC1=CC=C(C=C1)Br)OC 4-(2-(4-(2-acetyl-5-chlorophenyl)-3-methoxy-6-oxopyridazin-1(6H)-yl)-3-(4-bromophenyl)propanamido)benzoic acid